(S)-1'-(6-((6-amino-4,5-dichloropyridin-3-yl)thio)pyrido[2,3-b]pyrazin-2-yl)-1,3-dihydrospiro[indene-2,4'-piperidin]-1-amine NC1=C(C(=C(C=N1)SC=1C=CC=2C(=NC=C(N2)N2CCC3(CC2)[C@@H](C2=CC=CC=C2C3)N)N1)Cl)Cl